[Si](C)(C)(C(C)(C)C)OCCN(CC(CCCCCC\C=C/CCCCCCCC)O)CC(CCCCCCCCCCCC)O (9Z)-1-({2-[(tert-butyldimethylsilyl)oxy]ethyl}(2-hydroxytetradecyl)amino)octadec-9-en-2-ol